NC=1N=NC(=CC1N1CCN(CC1)C(C)=O)C1=C(C=CC=C1)O 1-[4-[3-amino-6-(2-hydroxyphenyl)pyridazin-4-yl]piperazin-1-yl]ethanone